N-(2-(2-hydroxyhex-2-yl)phenyl)-4-methylbenzenesulfonamide OC(C)(CCCC)C1=C(C=CC=C1)NS(=O)(=O)C1=CC=C(C=C1)C